(±)-Trans-ethyl 3-(4-(5-(((cyclopentyl(methyl)carbamoyl)oxy)methyl)-1-methyl-1H-pyrazol-4-yl)phenoxy)cyclopentanecarboxylate C1(CCCC1)N(C(=O)OCC1=C(C=NN1C)C1=CC=C(O[C@@H]2C[C@H](CC2)C(=O)OCC)C=C1)C |r|